N1N=CC=2C1=NC=NC2N[C@H](C(=O)O)CCN(CCCCC2=NC=1NCCCC1C=C2)C2CC2 (S)-2-((1H-pyrazolo[3,4-d]pyrimidin-4-yl)amino)-4-(cyclopropyl(4-(5,6,7,8-tetrahydro-1,8-naphthyridin-2-yl)butyl)amino)butanoic acid